copper argininate N[C@@H](CCCNC(N)=N)C(=O)[O-].[Cu+2].N[C@@H](CCCNC(N)=N)C(=O)[O-]